tri(trimethoxysilane) borate B(O)(O)O.CO[SiH](OC)OC.CO[SiH](OC)OC.CO[SiH](OC)OC